3-(6-bromo-[1,2,4]triazolo[4,3-a]pyridin-3-yl)cyclohexyl carbamate C(N)(OC1CC(CCC1)C1=NN=C2N1C=C(C=C2)Br)=O